C(C1=CC=CC=C1)N1CC(C(C2=CC(=CC=C12)C)C1=CC=CC=C1)CC1=CC=CC=C1 1,3-dibenzyl-6-methyl-4-phenyl-1,2,3,4-tetrahydroquinoline